BrC=1C=CC(=C(C1)C(=O)C1=CC=C(C=C1)Cl)C (5-Bromo-2-methylphenyl)(4-chlorophenyl)methanone